NC=1C=CC(=NC1C1=NC2=C(N1C)C=CC(=C2)C(F)(F)F)C(=O)N 5-Amino-6-[1-methyl-5-(trifluoromethyl)benzimidazol-2-yl]pyridin-2-carboxamide